BrC1=C(C(=C(C2=CC(=CC=C12)F)O)C(=O)O)O bromo-7-fluoro-1,3-dihydroxy-2-naphthoic acid